1-isopentyl-5-(1H-tetrazol-5-yl)-1H-indole-3-carbaldehyde C(CC(C)C)N1C=C(C2=CC(=CC=C12)C1=NN=NN1)C=O